S(=O)(=O)(C(F)(F)F)C=1C=C(CC2CC3(CN(C3)C(=O)N3CC4(C3)NC(OC4)=O)C2)C=CC1 2-[6-(3-triflylbenzyl)-2-azaspiro[3.3]heptane-2-carbonyl]-7-oxa-2,5-diazaspiro[3.4]octan-6-one